N-methyl-2-((3-(1-(pyridin-3-ylmethyl)-1H-pyrazol-3-yl)-4'-(trifluoromethyl)-[1,1'-biphenyl]-4-yl)amino)ethane-1-sulfonamide CNS(=O)(=O)CCNC1=C(C=C(C=C1)C1=CC=C(C=C1)C(F)(F)F)C1=NN(C=C1)CC=1C=NC=CC1